5-[(1-methyl-4-piperidyl)amino]furo[2,3-c]pyridine-2-carbonitrile CN1CCC(CC1)NC=1C=C2C(=CN1)OC(=C2)C#N